N-(2-Methoxy-6-methyl-5,6,7,8-tetrahydro-1,6-naphthyridin-3-yl)-8-(pyridin-3-yl)quinazoline-2-amine COC1=NC=2CCN(CC2C=C1NC1=NC2=C(C=CC=C2C=N1)C=1C=NC=CC1)C